COC1=C2C(C=C(OC2=CC=C1)C1=CC=CC=C1)P(=O)(C1=CC=CC=C1)C1=CC=CC=C1 5-methoxy-2-phenyl-4-(diphenylphosphinoyl)-4H-chromene